8-(2,6-Dimethoxy-4-propylphenyl)-6-trifluoromethyl-7-methylimidazo[1,2-a]pyridine COC1=C(C(=CC(=C1)CCC)OC)C=1C=2N(C=C(C1C)C(F)(F)F)C=CN2